CN(CCC(=O)NCC=1SC(=CC1)C(CSC1=NC(=NC2=CC=C(C=C12)OC)C)=O)C 3-(dimethylamino)-N-((5-(2-((6-methoxy-2-methylquinazolin-4-yl)thio)acetyl)thiophen-2-yl)methyl)propanamide